4-(2-((2-methoxyethyl)(2-phenoxyethyl)amino)ethoxy)benzamide COCCN(CCOC1=CC=C(C(=O)N)C=C1)CCOC1=CC=CC=C1